(6-((4-ethylpiperazin-1-yl)methyl)pyridin-3-yl)pyrimidin-2-amine C(C)N1CCN(CC1)CC1=CC=C(C=N1)C1=NC(=NC=C1)N